N1(C=NC=C1)CCCNC(=S)NC1=CC(=C(C=C1)OC)OC 1-(3-(1H-imidazol-1-yl)propyl)-3-(3,4-dimethoxyphenyl)thiourea